O=C(CN1N=C(N=C1)C#N)N1CC2=CC=C(C=C2C1)C1=C(C=CC=C1)C(F)(F)F 1-(2-oxo-2-(5-(2-(trifluoromethyl)phenyl)isoindolin-2-yl)ethyl)-1H-1,2,4-triazole-3-carbonitrile